O=C1NC(CCC1N1C(C2=CC=CC(=C2C1)C#CCCCCCN1CCC(CC1)C1=CC=C(C(=O)N2CCC(CC2)CCCCNC(\C=C\C=2C=NC=CC2)=O)C=C1)=O)=O (E)-N-(4-(1-(4-(1-(7-(2-(2,6-dioxopiperidin-3-yl)-1-oxoisoindolin-4-yl)hept-6-yn-1-yl)piperidin-4-yl)benzoyl)piperidin-4-yl)butyl)-3-(pyridin-3-yl)acrylamide